C(\C=C\C1=CC(OC)=C(O)C=C1)(=O)NCCC1=CNC2=CC=CC=C12 N-feruloyl-tryptamine